C(CCC)N(C1=NC(=CC(=N1)N1CCN(CC1)C(=O)OC(C)(C)C)Cl)C tert-butyl 4-{2-[butyl(methyl)amino]-6-chloropyrimidin-4-yl}piperazine-1-carboxylate